CC(=C)[C@@H](\C=C(/CCC)\C)C1=C(C=C(C=C1O)CCCCC)O 2-[(3R,4Z)-2,5-Dimethylocta-1,4-dien-3-yl]-5-pentylbenzene-1,3-diol